FC1=C(C=O)C(=CC(=C1)OC1=CC=C(C=C1)C1=CN=C(N1C)CN1CCCC1)F 2,6-difluoro-4-(4-(1-methyl-2-(pyrrolidin-1-ylmethyl)-1H-imidazol-5-yl)phenoxy)benzaldehyde